ClC=1C=CC(=C(C1)[C@H]1C[C@H](C1)NC(=O)C=1N=NN(C1)[C@H](C)C=1C=NC(=C(C1C)C)N1C([C@@H]2C[C@@H]2C1)=O)C#N |o1:19| N-((cis)-3-(5-chloro-2-cyanophenyl)cyclobutyl)-1-((R or S)-1-(4,5-dimethyl-6-((1R,5S)-2-oxo-3-azabicyclo[3.1.0]hexan-3-yl)pyridin-3-yl)ethyl)-1H-1,2,3-triazole-4-carboxamide